5-(((2-(methylamino)quinazolin-7-yl)oxy)methyl)tetrahydrofuran-3,4-diol CNC1=NC2=CC(=CC=C2C=N1)OCC1C(C(CO1)O)O